oxalyldibenzonitrile C(C(=O)C1=C(C#N)C=CC=C1)(=O)C1=C(C#N)C=CC=C1